O1CCN(CC1)C1=CC(=CN=N1)N1CC2(CN(C2)C(C=C)=O)C1 1-(6-(6-morpholinopyridazin-4-yl)-2,6-diazaspiro[3.3]heptan-2-yl)prop-2-en-1-one